C(C)OC(C(C=1C=NN(C1)C)N)=O 2-Amino-2-(1-methyl-1H-pyrazol-4-yl)acetic acid ethyl ester